trans-4-(2-(isoquinolin-6-ylcarbamoyl) cyclopropyl)benzyl (3-fluorobenzyl)carbamate FC=1C=C(CNC(OCC2=CC=C(C=C2)[C@H]2[C@@H](C2)C(NC=2C=C3C=CN=CC3=CC2)=O)=O)C=CC1